2-(6-{5-chloro-2-[(oxan-4-yl)amino]pyrimidin-4-yl}-1-oxo-2,3-dihydro-1H-isoindol-2-yl)-N-[2-(4-methyl-1,3-thiazol-2-yl)propan-2-yl]acetamide ClC=1C(=NC(=NC1)NC1CCOCC1)C1=CC=C2CN(C(C2=C1)=O)CC(=O)NC(C)(C)C=1SC=C(N1)C